OCCN(C(OC(C)(C)C)=O)CC1=CC=C(C=C1)OC tert-butyl (2-hydroxyethyl)(4-methoxybenzyl)carbamate